tert-butyl (2-((S)-3-((S)-sec-butyl)-7-chloro-2-oxo-5-phenyl-2,3-dihydro-1H-benzo[e][1,4]diazepin-1-yl)ethyl)carbamate [C@H](C)(CC)[C@@H]1N=C(C2=C(N(C1=O)CCNC(OC(C)(C)C)=O)C=CC(=C2)Cl)C2=CC=CC=C2